FC1=C(C(=CC=C1)F)C1=NC=2C(=NNC2C=2C=C(N=CC2N1)N1CCC(CC1)F)C 8-(2,6-difluorophenyl)-13-(4-fluoro-1-piperidyl)-5-methyl-3,4,7,9,12-pentazatricyclo[8.4.0.02,6]tetradeca-1(10),2(6),4,7,11,13-hexaene